N1C=2C(CCC1)CNC2 hexahydro-1H-pyrrolo[3,4-b]pyridin